tert-Butyl 2-(3-(isopropylamino)propanamido)-3-(4-(phenylcarbamoyl)thiazol-2-yl)-4,7-dihydrothieno[2,3-c]pyridine-6(5H)-carboxylate C(C)(C)NCCC(=O)NC1=C(C2=C(CN(CC2)C(=O)OC(C)(C)C)S1)C=1SC=C(N1)C(NC1=CC=CC=C1)=O